CN(C1=CC=C(C=C1)\N=N\C1=CC=CC=C1)C N,N-dimethyl-4-[(E)-phenyldiazenyl]-aniline